N-(3-(4'-((3-methoxyoxetan-3-yl)methoxy)-4,5,5',6'-tetrahydro-2H-spiro[furan-3,8-pyrano[3,4-b]pyridin]-2'-yl)-1H-pyrrolo[2,3-c]pyridin-5-yl)acetamide COC1(COC1)COC1=C2C(=NC(=C1)C1=CNC3=CN=C(C=C31)NC(C)=O)C3(OCC2)COCC3